1-ethylpyridinium hexafluorophosphate F[P-](F)(F)(F)(F)F.C(C)[N+]1=CC=CC=C1